C(CCCCCCC(=O)OCCCCCCCC(C)C)(=O)OCCCCCCCC(C)C diisodecyl octanedioate